(4-methyl-piperazin-1-yl)-amine CN1CCN(CC1)N